N=1C=CN2C1C=CC(=C2)COC2=CC=CC(=N2)C2CCN(CC2)CC2=NC1=C(N2C[C@H]2OCC2)C=C(C=C1)C(=O)[O-] (S)-2-((4-(6-(imidazo[1,2-a]pyridin-6-ylmethoxy)pyridin-2-yl)piperidin-1-yl)methyl)-1-(oxetan-2-ylmethyl)-1H-benzo[d]imidazole-6-carboxylate